ClC=1C=C(C=CC1F)NC(=O)C1=C2C[C@H]([C@@H](C2=CC=C1)NC(OC(C)(C)C)=O)O O-tert-Butyl ((1R,2R)-4-((3-chloro-4-fluorophenyl)carbamoyl)-2-hydroxy-2,3-dihydro-1H-inden-1-yl)carbamate